CC=1C=CC=2N(C3=CC=C(C=C3C2C1)C)CCCCCCOP(O)(O)=O [6-(3,6-dimethyl-9H-carbazol-9-yl)hexyl]phosphoric acid